CC1NC2=CC=CC=C2C1C 2,3-dimethylindoline